1,2-distearoylpropylamine C(CCCCCCCCCCCCCCCCC)(=O)C(C(C)C(CCCCCCCCCCCCCCCCC)=O)N